C1(=CC=CC=C1)C(=C)CC(C)(C)C1=CC=CC=C1 2,4-Diphenyl-4-Methyl-1-Pentene